7-bromo-4-chloro-2-((1S,2S)-2-(4-methylpyrimidin-2-yl)cyclopropyl)quinoline BrC1=CC=C2C(=CC(=NC2=C1)[C@@H]1[C@H](C1)C1=NC=CC(=N1)C)Cl